2-bromo-1-(8-bromo-4-methyl-chroman-4-yl)ethanone BrCC(=O)C1(CCOC2=C(C=CC=C12)Br)C